F[C@H]1CNCC[C@H]1OCC#CC=1C=CC=C2C(=CN=CC12)N1C(NC(CC1)=O)=O 1-[8-[3-[[(3S,4R)-3-fluoro-4-piperidyl]oxy]prop-1-ynyl]-4-isoquinolyl]hexahydropyrimidine-2,4-dione